OC=1C(=NC=CC1OC)C(=O)N[C@H](C(=O)O[C@H]([C@@H](C)C1=C(C=C(C=C1)F)C(F)(F)F)C)C [(1S,2S)-2-[4-fluoro-2-(trifluoromethyl)phenyl]-1-methyl-propyl] (2S)-2-[(3-hydroxy-4-methoxy-pyridine-2-carbonyl)amino]-propanoate